N[C@@H](C(=O)O)CNC(C1=CC(=CC(=C1)F)N1C(COCC1)CC)=O (R)-2-amino-3-(3-(3-ethylmorpholino)-5-fluorobenzamido)propanoic acid